(hydroxymethyl)hexahydrocyclopenta[c]pyrrole-2(1H)-carboxylate OCOC(=O)N1CC2C(C1)CCC2